Cl.NCCNCCC[Si](OC)(OC)OC N-(2-aminoethyl)-3-aminopropyltrimethoxysilane hydrochloride